[NH4+].P(O[C@@H](CNC1=NC=CC(=C1)C1=CC(=CC=C1)OCCCCCCCCCCC)C)(O)(O)=S O-[(2R)-1-({4-[3-(Undecyloxy)phenyl]pyridin-2-yl}amino)propan-2-yl] dihydrogen phosphorothioate-ammonium salt